C(C1=C(C(=CC(=C1)C)C(C)(C)C)O)C1=C(C(=CC(=C1)C)C(C)(C)C)O 2,2'-methylenebis-(6-tert-butyl-4-methylphenol)